6,6-dimethyl-3-oxabicyclo[3.1.0]hexane-2-one CC1(C2COC(C12)=O)C